C(C)C=1C(NC=2C=C(C=NC2C1)C(N1CCN(CC1)C=1C=CC(=NC1C)C(=O)NC([2H])([2H])[2H])([2H])[2H])=O 5-(4-((7-ethyl-6-oxo-5H-1,5-naphthyridin-3-yl)methyl-d2)piperazin-1-yl)-6-methyl-N-(methyl-d3)pyridine-2-carboxamide